N-(4-Aminophenyl)sulfonyl-2-(benzylamino)-6-tert-butylpyridin-3-carboxamid NC1=CC=C(C=C1)S(=O)(=O)NC(=O)C=1C(=NC(=CC1)C(C)(C)C)NCC1=CC=CC=C1